2-chloro-9,10-bis(isopentyloxy)anthracene ClC1=CC2=C(C3=CC=CC=C3C(=C2C=C1)OCCC(C)C)OCCC(C)C